ClC=1C=CC=C2C(=CC=NC12)NC1CCN(CC1)CC(=O)N1[C@@H](C[C@@H](C1)F)C#N (2S,4S)-1-[2-[4-[(8-chloro-4-quinolyl)amino]-1-piperidyl]acetyl]-4-fluoro-pyrrolidine-2-carbonitrile